BUTYL-PHENOL C(CCC)C1=C(C=CC=C1)O